C(C)/C(=C(/C(=O)O)\CC)/C diethyl-(E)-but-2-eneoic acid